C(C1=CC=CC=C1)SC1=CC(=NC=C1)C(F)(F)F 4-(benzylthio)-2-(trifluoromethyl)pyridine